tert-butyl (2-hydroxypropyl)(methyl)carbamate OC(CN(C(OC(C)(C)C)=O)C)C